FC([C@@H](C)N1N=NC2=C1C=C(C=C2)C=2C=CN1N=C(N=C(C12)OC)N[C@@H]1[C@@H](CN(CC1)C)F)F 5-(1-((R)-1,1-difluoropropan-2-yl)-1H-benzo[d][1,2,3]triazol-6-yl)-N-((3R,4S)-3-fluoro-1-methylpiperidin-4-yl)-4-methoxypyrrolo[2,1-f][1,2,4]triazin-2-amine